difluoropyrazolecarboxamide FC1=C(C(=NN1)C(=O)N)F